FC(C=1C=C(C=CC1N)C1=CC(=C(C=C1)N)C(F)(F)F)(F)F 3,3'-bis(Trifluoromethyl)-4,4'-diaminobiphenyl